4-(2-methoxyethoxy)-2-[(5-methyl-2-oxo-1H-pyrimidin-4-yl)sulfanyl]butanoic acid COCCOCCC(C(=O)O)SC1=NC(NC=C1C)=O